CC=1C=C(C=NNC2=C3N=CN(C3=NC(=N2)N2CCOCC2)CCN2CCOCC2)C=CC1 2-(6-(2-(3-methylbenzylidene)hydrazinyl)-2-morpholino-9H-purin-9-yl)ethylmorpholine